1-phenyl-2,3,4,5-tetrahydro-(1H)-3-benzazepine-7,8-diol C1(=CC=CC=C1)C1CNCCC2=C1C=C(C(=C2)O)O